(rac)-2,2,2-Trifluoro-1-[4-(pyridin-4-ylmethyl)-1H-imidazol-2-yl]ethanol FC([C@H](O)C=1NC=C(N1)CC1=CC=NC=C1)(F)F |r|